triflic acid 4-formyl-2,6-dimethoxyphenyl ester C(=O)C1=CC(=C(C(=C1)OC)OS(=O)(=O)C(F)(F)F)OC